FC=1C(=C(C=O)C=C(C1)F)OC[Si](C)(C)C 3,5-difluoro-2-[(trimethylsilyl)methoxy]benzaldehyde